imidazol-2-amine succinate salt C(CCC(=O)O)(=O)O.N1C(=NC=C1)N